(S)-3-(1-Phenylpropyl)-5,6,7,8-tetrahydropyrido[4',3':4,5]thieno[2,3-d]pyrimidin-4(3H)-one C1(=CC=CC=C1)[C@H](CC)N1C=NC2=C(C1=O)C1=C(S2)CNCC1